7-(8-methyl-2,3-dihydro-1H-pyrido[2,3-b][1,4]oxazin-7-yl)-N-{1-[2-(3-methyloxetan-3-yl)-2-azaspiro[3.3]heptan-6-yl]-1H-pyrazol-4-yl}quinazolin-2-amine CC1=C(C=NC=2OCCNC21)C2=CC=C1C=NC(=NC1=C2)NC=2C=NN(C2)C2CC1(CN(C1)C1(COC1)C)C2